{6-[7-(2-pyridin-3-yl-ethoxy)-imidazo[1,2-a]Pyridin-3-yl]-pyrimidin-4-yl}-amine N1=CC(=CC=C1)CCOC1=CC=2N(C=C1)C(=CN2)C2=CC(=NC=N2)N